ClC=1C=C(OC(C(=O)OCC)C)C=CC1 ethyl 2-(3-chlorophenoxy)propanoate